tris(3,3,3-trifluoropropyl)trimethylcyclotrisiloxane 2'-deoxyguanosine-3'-phosphoramidite P(O)(N)O[C@H]1C[C@@H](O[C@@H]1CO)N1C=NC=2C(=O)NC(N)=NC12.FC(CC[Si]1(O[Si](O[Si](O1)(C)CCC(F)(F)F)(C)CCC(F)(F)F)C)(F)F